fucopyranose 2-sulfate S(=O)(=O)(O)O[C@@H]1C(O)O[C@H]([C@H]([C@H]1O)O)C